rac-2-((tert-butyldimethylsilyl)oxy)-1-(2,2-dimethylcyclopropyl)ethan-1-amine [Si](C)(C)(C(C)(C)C)OCC(N)C1C(C1)(C)C